(S)-2-(4,5-dichloro-6-oxopyridazin-1(6H)-yl)-N-(3-(N-(3-methoxyphenethyl)sulfamoyl)-4-methylphenyl)propanamide ClC=1C=NN(C(C1Cl)=O)[C@H](C(=O)NC1=CC(=C(C=C1)C)S(NCCC1=CC(=CC=C1)OC)(=O)=O)C